4-[2-(1,1-dimethylethoxy)ethyl-[4-(5,6,7,8-tetrahydro-1,8-naphthyridin-2-yl)butyl]amino]-2-[[5-(trifluoromethyl)pyridazine-4-carbonyl]amino]butanoic acid CC(C)(OCCN(CCC(C(=O)O)NC(=O)C1=CN=NC=C1C(F)(F)F)CCCCC1=NC=2NCCCC2C=C1)C